NICKEL-CHROMIUM-IRON-MOLYBDENUM [Mo].[Fe].[Cr].[Ni]